CC=1C=C(C=CC1B1OC(C(O1)(C)C)(C)C)O 3-methyl-4-(tetramethyl-1,3,2-dioxaborolan-2-yl)phenol